(2R,3R,4S,5R)-5-{2-[(tert-Butoxycarbonyl)amino]-6-(methylamino)purin-9-yl}-4-chloro-2,4-difluoro-2-(iodomethyl)oxolan-3-yl benzoate C(C1=CC=CC=C1)(=O)O[C@@H]1[C@](O[C@H]([C@@]1(F)Cl)N1C2=NC(=NC(=C2N=C1)NC)NC(=O)OC(C)(C)C)(CI)F